FC1=CC=C(C=C1)C1=CC(=C(C=N1)CNC(OC(C)(C)C)=O)C=1NC=CN1 tert-butyl ((6-(4-fluorophenyl)-4-(1H-imidazol-2-yl)pyridin-3-yl)methyl)carbamate